4-Methyl-1,5-Heptadiene CC(CC=C)C=CC